FC1=CC=C(C=C1)[C@@H]1N(CCC2=CC=CC=C12)C(=O)[C@@H]1OC[C@H]([C@@H](C1)NC(OC(C)(C)C)=O)O tert-butyl ((2R,4R,5S)-2-((S)-1-(4-fluorophenyl)-1,2,3,4-tetrahydroisoquinoline-2-carbonyl)-5-hydroxytetrahydro-2H-pyran-4-yl)carbamate